CN1C(=NC=C1)C(C)(C=1N(C=CN1)C)N1C=CC2=C(C=C(C=C12)C1=CN(C=2C(NC=CC21)=O)C)C(C)(C)O 3-(1-(1,1-bis(1-methyl-1H-imidazol-2-yl)ethyl)-4-(2-hydroxypropan-2-yl)-1H-indol-6-yl)-1-methyl-1,6-dihydro-7H-pyrrolo[2,3-c]pyridin-7-one